ClC1=CC=C(CN2C[C@@H](N(C[C@H]2C)C=2C=3N=CN(C3N3C(N2)=NN=C3)C[C@H]3OCCC3)C)C=C1 4-((2S,5R)-4-(4-Chlorobenzyl)-2,5-dimethylpiperazin-1-yl)-1-(((S)-tetrahydrofuran-2-yl)methyl)-1H-[1,2,4]triazolo[3,4-b]purine